4-(4-(1-acryloylpiperidin-3-yl)-7H-pyrrolo[2,3-d]pyrimidin-5-yl)-N-(pyridin-2-yl)benzamide C(C=C)(=O)N1CC(CCC1)C=1C2=C(N=CN1)NC=C2C2=CC=C(C(=O)NC1=NC=CC=C1)C=C2